FCC1=CN=C(O1)C=1C(=C2C(=NC1)NC=C2)N[C@H]2CN(C[C@H](C2)C)C(CC#N)=O 3-((3R,5S)-3-((5-(5-(fluoromethyl)oxazol-2-yl)-1H-pyrrolo[2,3-b]pyridin-4-yl)amino)-5-methylpiperidin-1-yl)-3-oxopropanenitrile